C(C)(C)(C)OC(=O)N\C(=N/C(=O)OC(C)(C)C)\NC1=CC=C(C(=O)OC=2C=3N(C=C(C2)CCC(=O)OC(C)(C)C)N=CN3)C=C1 6-[3-(tert-butoxy)-3-oxopropyl]-[1,2,4]triazolo[1,5-a]pyridin-8-yl 4-{[(1Z)-{[(tert-butoxy)carbonyl]amino}({[(tert-butoxy)carbonyl]imino})methyl]amino}benzoate